N=1N=NN2N=CC3=C(C21)C=NC=C3 pyrido[3,4-d]tetrazolo[1,5-b]pyridazine